ethyl 5-bromo-7-(difluoromethyl)benzofuran-3-carboxylate BrC=1C=C(C2=C(C(=CO2)C(=O)OCC)C1)C(F)F